1H-spiro[2,1-benzothiazole-3,1'-cyclohexane] C12(CCCCC1)SNC1=C2C=CC=C1